4-methoxybut-2-en-1-one COCC=CC=O